C(C)(C)(C)OC(=O)N[C@H](C(=O)O)CP(=O)(OCC)OCC (R)-2-((tert-butoxycarbonyl)amino)-3-(diethoxy-phosphoryl)propanoic acid